C([C@@H]1[C@@H]([C@@H]([C@H]([C@@H](O1)O[C@H]2[C@@H]([C@H](OC([C@@H]2N)O)CO)O)O)O)O)O The molecule is a glycosylglucose derivative consisting of beta-D-galactopyranose and 2-amino-2-deoxy-D-glucopyranose residues joined in sequence by a (1->3) glycosidic bond. It is a glycosylglucose derivative and a primary amino compound. It derives from a 2-amino-2-deoxy-D-glucopyranose and a beta-D-galactose.